cholestanyl methacrylate C[C@H](CCCC(C)C)[C@H]1CC[C@@H]2[C@@]1(CC[C@H]3[C@H]2CCC4[C@@]3(CCC(C4)OC(=O)C(=C)C)C)C